Triisopropoxy(4-isopropenylphenyl)silane C(C)(C)O[Si](C1=CC=C(C=C1)C(=C)C)(OC(C)C)OC(C)C